4-[(tert-butoxycarbonyl)amino]-1-methylimidazole C(C)(C)(C)OC(=O)NC=1N=CN(C1)C